3-(3-(3-(4-(1-Aminocyclobutyl)phenyl)-2-(2-aminopyridin-3-yl)-3H-imidazo[4,5-b]pyridin-5-yl)phenyl)-N-(6-((2-(2,6-dioxopiperidin-3-yl)-1,3-dioxoisoindolin-4-yl)amino)hexyl)propanamid NC1(CCC1)C1=CC=C(C=C1)N1C(=NC=2C1=NC(=CC2)C=2C=C(C=CC2)CCC(=O)NCCCCCCNC2=C1C(N(C(C1=CC=C2)=O)C2C(NC(CC2)=O)=O)=O)C=2C(=NC=CC2)N